Ethyl (S)-3-(4'-fluoro-2'-(hex-5-en-1-yl)-6'-methyl-5-(trifluoromethyl)-[1,1'-biphenyl]-3-yl)-3-((R)-2-hydroxypent-4-enamido)propanoate FC1=CC(=C(C(=C1)C)C1=CC(=CC(=C1)C(F)(F)F)[C@H](CC(=O)OCC)NC([C@@H](CC=C)O)=O)CCCCC=C